3-fluoro-4-[4-(1H-pyrrolo[2,3-b]pyridin-4-yl)-1H-pyrazol-1-yl]benzonitrile FC=1C=C(C#N)C=CC1N1N=CC(=C1)C1=C2C(=NC=C1)NC=C2